oxetanyl alcohol O1C(CC1)O